C(CCCCC)C(CCCCCCCC)OC(C(CCCCCCN1[C@@H](C[C@@H](C1)O)C(=O)OCCCCCCC(C(=O)OC(CCCCCCCC)CCCCCCCC)(C)C)(C)C)=O [7,7-dimethyl-8-(1-octylnonoxy)-8-oxo-octyl] (2S,4S)-1-[8-(1-hexylnonoxy)-7,7-dimethyl-8-oxo-octyl]-4-hydroxy-pyrrolidine-2-carboxylate